C(#N)C=1C=C(C=CC1)N1N=C(C=C1C(=O)NC1=C(C=CC(=C1)C(NCC1CC1)C1=CC(=CC=C1)C#N)F)C(F)(F)F 1-(3-cyanophenyl)-N-(5-((3-cyanophenyl)(cyclopropylmethylamino)methyl)-2-fluorophenyl)-3-(trifluoromethyl)-1H-pyrazole-5-carboxamide